OCCOC1=NC=C(C=N1)NC(OC[C@@H]1OC2=C(C1)C1=C(N=C(S1)C1=C3N=CC(=NC3=CC(=C1)C)OC)C=C2F)=O (R)-(5-fluoro-2-(2-methoxy-7-methylquinoxalin-5-yl)-7,8-dihydrobenzofuro[5,4-d]thiazol-7-yl)methyl (2-(2-hydroxyethoxy)pyrimidin-5-yl)carbamate